COC(=O)C1(CC(C1)N1CC(CCC1)C1CN(C1)C=1C=CC2=C(N(C(=N2)C(F)(F)F)[C@H](C)C2=C(C=C(C=C2)Cl)Cl)C1)C 3-(3-(1-(1-((R)-1-(2,4-dichlorophenyl)ethyl)-2-(trifluoromethyl)-1H-benzo[d]imidazol-6-yl)azetidin-3-yl)piperidin-1-yl)-1-methylcyclobutane-1-carboxylic acid methyl ester